(R)-8-(8-((2-amino-5-chloropyridin-4-yl)thio)imidazo[1,2-c]pyrimidin-5-yl)-8-azaspiro[4.5]decan-1-amine NC1=NC=C(C(=C1)SC=1C=2N(C(=NC1)N1CCC3(CCC[C@H]3N)CC1)C=CN2)Cl